N-(prop-2-yn-1-yl)pentanamide C(C#C)NC(CCCC)=O